(S)-2-amino-3-(4-methoxyphenyl)propionic acid N[C@H](C(=O)O)CC1=CC=C(C=C1)OC